ClC1=CC=C(C=N1)C1(COC1)C#N 3-(6-chloropyridin-3-yl)oxetane-3-carbonitrile